2-[5-(2,5-dichloropyrimidin-4-yl)-3-oxo-1-{[2-(trimethylsilyl)ethoxy]methyl}-2,3-dihydro-1H-isoindol-2-yl]acetic acid methyl ester COC(CN1C(C2=CC=C(C=C2C1=O)C1=NC(=NC=C1Cl)Cl)COCC[Si](C)(C)C)=O